BrC1=CC=C(C=C1)C(CF)(C)C 1-bromo-4-(1-fluoro-2-methylpropane-2-yl)benzene